tert-Butyl (1-[(E)-2-cyanovinyl]cyclopentylmethyl)carbamate C(#N)/C=C/C1(CCCC1)CNC(OC(C)(C)C)=O